NC1=NNC(=N1)N 3,5-Diamino-1,2,4-triazol